NC1=NC=C(C=N1)C1=CC=C(C(=N1)OC(C)C)NC(=O)C=1C(=NOC1C)C1=CC=CC=C1 [6-(2-aminopyrimidin-5-yl)-2-isopropoxy-3-pyridinyl]-5-methyl-3-phenyl-isoxazole-4-carboxamide